5-(9-((tert-butyldimethylsilyl)oxy)non-1-yn-1-yl)pyridin [Si](C)(C)(C(C)(C)C)OCCCCCCCC#CC=1C=CC=NC1